(R)-N-(4-(3-((5-chloropyrimidin-2-yl)amino)pyrrolidin-1-yl)quinazolin-7-yl)acrylamide ClC=1C=NC(=NC1)N[C@H]1CN(CC1)C1=NC=NC2=CC(=CC=C12)NC(C=C)=O